1-hydroxy-1,3-dihydrobenzo[C][1,2]oxaborole-6-carboxylic acid OB1OCC2=C1C=C(C=C2)C(=O)O